FC1=CC=C(\C=C/2\C(C3=CC=CC=C3C2)=NO)C=C1 ((E)-4-fluorobenzylidene)-2,3-dihydro-1H-inden-1-one oxime